2-methoxycyclopropane-1-carboxamide COC1C(C1)C(=O)N